N-[(S)-(4,4-Difluorocyclohexyl)-[6-[(1R)-1-(4,4,4-trifluorobutanoylamino)ethyl]-1H-benzimidazol-2-yl]methyl]-1-(2,2-difluoroethyl)-5-methyl-pyrazole-4-carboxamide FC1(CCC(CC1)[C@H](NC(=O)C=1C=NN(C1C)CC(F)F)C1=NC2=C(N1)C=C(C=C2)[C@@H](C)NC(CCC(F)(F)F)=O)F